2-(4-(3-((1S,4R)-2-azabicyclo[2.2.1]heptane-2-carbonyl)-4-hydroxyphenoxy)-3,5-dichlorophenyl)-6-chloro-1,2,4-triazine-3,5(2H,4H)-dione [C@H]12N(C[C@H](CC1)C2)C(=O)C=2C=C(OC1=C(C=C(C=C1Cl)N1N=C(C(NC1=O)=O)Cl)Cl)C=CC2O